NC1=NN2C(N=CC=C2)=C1C(=O)NC(C)C1=CC(=C2C=NN(C2=C1OCC)C1CCC1)Cl 2-amino-N-(1-(4-chloro-1-cyclobutyl-7-ethoxy-1H-indazol-6-yl)ethyl)-pyrazolo[1,5-a]pyrimidine-3-carboxamide